ClC=1C(=NC=C(C1)C(F)(F)F)C1=NC(=C(C=C1)Cl)C(=O)O 3',5-Dichloro-5'-(trifluoromethyl)-[2,2'-bipyridine]-6-carboxylic acid